C1(=CC=CC=C1)C=1C=C(C=C(C1)C1=CC=CC=C1)C1=NC2=C3N=CC=CC3=CC=C2C=C1 3,5-diphenylphenyl-1,10-phenanthroline